(R)-(2-((2,4-dimethoxybenzyl)amino)-4-((1-methoxy-2-Methylhexan-2-yl)amino)pyrido[3,2-d]pyrimidin-7-yl)boronic acid COC1=C(CNC=2N=C(C3=C(N2)C=C(C=N3)B(O)O)N[C@@](COC)(CCCC)C)C=CC(=C1)OC